5-(4-fluorophenyl)-6-(1-methyl-1H-1,3-benzodiazol-6-yl)pyrazine-2-carboxamide FC1=CC=C(C=C1)C=1N=CC(=NC1C=1C=CC2=C(N(C=N2)C)C1)C(=O)N